ethyl 2-((6-(2H-1,2,3-triazol-2-yl)pyridazin-3-yl)methyl)oxazole-4-carboxylate N=1N(N=CC1)C1=CC=C(N=N1)CC=1OC=C(N1)C(=O)OCC